2-(4-Chloro-phenyl)-N-[2-(ethyl-methyl-amino)-7-fluoro-4-oxo-4H-quinazolin-3-yl]-acetamide ClC1=CC=C(C=C1)CC(=O)NN1C(=NC2=CC(=CC=C2C1=O)F)N(C)CC